1-(cyanomethyl)-3-(5-(1-isopropyl-1H-pyrrolo[2,3-b]pyridin-3-yl)-7-(methylamino)pyrazolo[1,5-a]pyrimidin-3-yl)urea C(#N)CNC(=O)NC=1C=NN2C1N=C(C=C2NC)C2=CN(C1=NC=CC=C12)C(C)C